C(C)C(COC(CC)N)CCCC ((2-Ethylhexyl)oxy)propan-1-amine